CC(C(=O)OC(C)OC(=O)C=1C=C(C=CC1O)NC(=O)C1=CC(=C(C(=O)NC=2C=CC(=C(C(=O)OC(C)OC(C(C)(C)C)=O)C2)O)C=C1O)O)(C)C 1-(2,2-dimethylpropanoyloxy)ethyl 5-[[4-[[3-[1-(2,2-dimethylpropanoyloxy)ethoxycarbonyl]-4-hydroxy-phenyl]carbamoyl]-2,5-dihydroxy-benzoyl]amino]-2-hydroxy-benzoate